(R)-4-(3-(3-Aminopiperidin-1-carbonyl)-1-(2-fluoro-4-isopropylphenyl)-1H-pyrazol-5-yl)benzonitril N[C@H]1CN(CCC1)C(=O)C1=NN(C(=C1)C1=CC=C(C#N)C=C1)C1=C(C=C(C=C1)C(C)C)F